C(CCC)[Si](C1=CC=C(C=C1)P(N(P(C1=CC=CC2=C1OC1=C2C=CC=C1)C1=CC=CC2=C1OC1=C2C=CC=C1)C)C1=CC=C(C=C1)[Si](CCCC)(CCCC)CCCC)(CCCC)CCCC N-(bis(4-(tributylsilyl)phenyl)phosphaneyl)-1,1-bis(dibenzo[b,d]furan-4-yl)-N-methylphosphanamine